2-cyclopropyl-6-methyl-N-{3-[(1s,3r)-3-methyl-1-(4-methyl-1,2,4-triazol-3-yl)cyclobutyl]phenyl}pyrimidine-4-carboxamide 2,2,6,6-Tetramethyl-4-piperidinyl-Eicosanat CC(C(=O)O)(CC(CC(CCCCCCCCCCCCCC)(C)C)N1CCCCC1)C.C1(CC1)C1=NC(=CC(=N1)C(=O)NC1=CC(=CC=C1)C1(CC(C1)C)C1=NN=CN1C)C